6-amino-5-(4-(4-hydroxyphenoxy)phenyl)pyrimidin NC1=C(C=NC=N1)C1=CC=C(C=C1)OC1=CC=C(C=C1)O